FC=1C=C(C=CC1C(C)(C)O)N1CC=2C(=NC=CC2C1=O)C1=C(C=NC=C1)OCC(F)(F)F 2-[3-fluoro-4-(2-hydroxypropan-2-yl)phenyl]-4-[3-(2,2,2-trifluoroethoxy)pyridin-4-yl]-2,3-dihydro-1H-pyrrolo[3,4-c]pyridin-1-one